ClCC(=O)NC1=C(C=C(C=C1)C1=CC=CC=C1)[N+](=O)[O-] 2-chloro-N-(3-nitro-[1,1'-biphenyl]-4-yl)acetamide